2-((R)-4-((2S,5R)-1-methyl-5-(prop-2-yn-1-ylcarbamoyl)pyrrolidin-2-yl)-4,5-dihydrothiazol-2-yl)phenyl sulfurofluoridate S(OC1=C(C=CC=C1)C=1SC[C@H](N1)[C@H]1N([C@H](CC1)C(NCC#C)=O)C)(=O)(=O)F